methyl 2-((1-(3-chlorophenyl)-4-oxo-4,5-dihydro-1H-pyrazolo[3,4-d]pyrimidin-6-yl)thio)propanoate ClC=1C=C(C=CC1)N1N=CC2=C1N=C(NC2=O)SC(C(=O)OC)C